2-(7-(3-cyano-5-fluorophenyl)-4-oxo-1,4-dihydro-5H-imidazo[4,5-d]pyridazin-5-yl)-N-(2,2-difluorobenzo[d][1,3]dioxol-5-yl)-N-methylacetamide C(#N)C=1C=C(C=C(C1)F)C1=NN(C(C2=C1NC=N2)=O)CC(=O)N(C)C2=CC1=C(OC(O1)(F)F)C=C2